The molecule is a quassinoid isolated from Simaba guianensis and has been shown to exhibit antimalarial activity. It has a role as a metabolite and an antimalarial. It is a delta-lactone, a cyclic ether, an enone, an organic heteropentacyclic compound, a quassinoid, a triol, an enoate ester and a secondary alpha-hydroxy ketone. It derives from a 3-methylbut-2-enoic acid. CC1=CC(=O)[C@H]([C@]2([C@H]1C[C@@H]3[C@]45[C@@H]2[C@H]([C@@H]([C@]([C@@H]4[C@H](C(=O)O3)OC(=O)C=C(C)C)(OC5)C)O)O)C)O